6-bromo-2-methyl-pyridine-3-sulfonyl chloride BrC1=CC=C(C(=N1)C)S(=O)(=O)Cl